dimethylphenylsulfonium trifluoromethanesulfonate FC(S(=O)(=O)[O-])(F)F.C[S+](C1=CC=CC=C1)C